FC(C=1C=C2OC=3C=C(C=CC3NC2=CC1)CNC(=O)C12CCN(CC1)CC2)(F)F N-((7-(trifluoromethyl)-10H-phenoxazin-3-yl)methyl)quinuclidine-4-carboxamide